[1-(tetrahydrofuran-3-yl)-1H-pyrazol-5-yl]methanol O1CC(CC1)N1N=CC=C1CO